C1OCC12CN(C2)CCN2C1=CC=C(C=C1OC=1C=C(C=CC21)C=2C=C1C=NNC1=CC2)C=2C=C1C=NNC1=CC2 10-(2-(2-oxa-6-azaspiro[3.3]heptan-6-yl)ethyl)-3,7-di(1H-indazol-5-yl)-10H-phenoxazine